(R,E)-2-(1-Benzoylpyrrolidin-2-yl)-N-((1,2,3,5,6,7-hexahydro-s-indacen-4-yl)carbamoyl)ethensulfonamid C(C1=CC=CC=C1)(=O)N1[C@H](CCC1)/C=C/S(=O)(=O)NC(NC1=C2CCCC2=CC=2CCCC12)=O